BrC1=CC=C(COC2=CC=C3C(C=C(NC3=C2)C(F)(F)F)=O)C=C1 7-((4-bromobenzyl)oxy)-2-trifluoromethylquinolin-4(1H)-one